N1=NC(=CC2=C1C1=C(CCC2)C=CC=C1)NC1=NN(C(=N1)N)C1=CC=C(C=C1)C=CCN1CCOCC1 6,7-dihydro-5H-benzo[6,7]cyclohepta[1,2-c]pyridazin-3-yl-(4-(morpholin-4-ylprop-1-enyl)phenyl)-1H-1,2,4-triazole-3,5-diamine